S(N)(=O)(=O)NCCC1CN(C1)C1=NC(=NC2=CC(=CC=C12)OC)C1=CC=CC=C1 4-(3-(2-sulfamoylaminoethyl)azetidin-1-yl)-7-methoxy-2-phenylquinazoline